[4-(cyanomethyl)-2,5-difluoro-phenyl]-7-keto-6-methyl-4,5-dihydro-1H-pyrrolo[2,3-c]pyridine-3-sulfonamide C(#N)CC1=CC(=C(C=C1F)N1C=C(C2=C1C(N(CC2)C)=O)S(=O)(=O)N)F